4'H-spiro[cyclobutane-1,7'-pyrazolo[1,5-a]pyrimidine]-3'-carboxamide N1=CC(=C2N1C1(C=CN2)CCC1)C(=O)N